3-(azetidin-3-yl)-5-[1-(trifluoromethyl)cyclopropyl]-1,2,4-oxadiazole N1CC(C1)C1=NOC(=N1)C1(CC1)C(F)(F)F